C(C1=CC=CC=C1)O[C@@H]1[C@H](N(C[C@@H]([C@H]1OCC1=CC=CC=C1)OCC1=CC=CC=C1)CC1CC2=CC=CC=C2C1)C (2r,3r,4r,5s)-3,4,5-tris(benzyloxy)-1-((2,3-dihydro-1H-inden-2-yl)methyl)-2-methylpiperidine